CC1=CC(=NC=C1OC1=CC(=C2C(=N1)N(C=N2)C)NC2=NC=C(C=C2)C(=O)N2CCOCC2)C#N 4-methyl-5-[3-methyl-7-[[5-(morpholine-4-carbonyl)-2-pyridyl]amino]imidazo[4,5-b]pyridin-5-yl]oxy-pyridine-2-carbonitrile